ClC1=NC=C(C2=C1C=C(S2)C(=O)OC)C Methyl 4-chloro-7-methylthieno[3,2-c]pyridine-2-carboxylate